2-(3-(7-chloro-6-(3'-hydroxy-[1,1'-biphenyl]-4-yl)-2-oxo-1,2-dihydroquinolin-3-yl)phenyl)acetic acid ethyl ester C(C)OC(CC1=CC(=CC=C1)C=1C(NC2=CC(=C(C=C2C1)C1=CC=C(C=C1)C1=CC(=CC=C1)O)Cl)=O)=O